1-(5-(piperazin-1-ylmethyl)pyrazolo[1,5-a]pyridin-3-yl)dihydropyrimidine-2,4(1H,3H)-dione trifluoroacetate FC(C(=O)O)(F)F.N1(CCNCC1)CC1=CC=2N(C=C1)N=CC2N2C(NC(CC2)=O)=O